FC1=C(C(=CC(=C1)OC)F)C1=C(C(N(N1C)C1=NC(=CC(=C1)OC)N1C[C@H](CC1)O)=O)NC(C1=CC=C(C=C1)OC(F)F)=O N-[5-(2,6-difluoro-4-methoxyphenyl)-2-{6-[(3S)-3-hydroxypyrrolidin-1-yl]-4-methoxypyridin-2-yl}-1-methyl-3-oxo-2,3-dihydro-1H-pyrazol-4-yl]-4-(difluoromethoxy)benzamide